N-((1R)-2-((3-fluoro-4-(trimethylsilyl)phenyl)amino)-1-(4-methoxyphenyl)-2-oxoethyl)-3-hydroxy-N-methyl-1,2-oxazole-5-carboxamide FC=1C=C(C=CC1[Si](C)(C)C)NC([C@@H](C1=CC=C(C=C1)OC)N(C(=O)C1=CC(=NO1)O)C)=O